N-[(1S)-1-(dicyclopropylmethyl)-2-[4-(3,5-dimethylimidazol-4-yl)-3-hydroxy-anilino]-2-oxo-ethyl]-2-ethyl-pyrazole-3-carboxamide C1(CC1)C([C@@H](C(=O)NC1=CC(=C(C=C1)C=1N(C=NC1C)C)O)NC(=O)C=1N(N=CC1)CC)C1CC1